N=1C=CN2C1C=CC(=C2)C=2C=CN1N=C(N=C(C12)OC)NC1CN(C1)C(C)=O 1-(3-((5-(imidazo[1,2-a]pyridin-6-yl)-4-methoxypyrrolo[2,1-f][1,2,4]triazin-2-yl)amino)azetidin-1-yl)ethan-1-one